ClC=1C(=NC=C(C1[C@@H](C)OC=1C=C2C(=NNC2=CC1)C=1C=NC(=CC1)N1CC2(CN(C2)S(=O)(=O)C)C1)Cl)F 5-[(1R)-1-(3,5-dichloro-2-fluoro-4-pyridyl)ethoxy]-3-[6-(2-methylsulfonyl-2,6-diazaspiro[3.3]heptan-6-yl)-3-pyridyl]-1H-indazole